C(C=C)C1CC(=O)OCC1 β-allylvalerolactone